ClC=1C=C2C=C(N(C2=CC1C=O)S(=O)(=O)C1=CC=C(C)C=C1)CNC(OC(C)(C)C)=O tert-butyl ((5-chloro-6-formyl-1-tosyl-1H-indol-2-yl)methyl)carbamate